5-(4-amino-5-(trifluoromethyl)pyrrolo[2,1-f][1,2,4]triazin-7-yl)2-methylnicotinic acid, sodium salt [Na+].NC1=NC=NN2C1=C(C=C2C=2C=NC(=C(C(=O)[O-])C2)C)C(F)(F)F